FC=1C(=CC=2C3=C(N=C(C2C1)OC)COCC3N(C(=O)NC3=CC(=C(C=C3)F)C(F)F)C)F 1-(8,9-difluoro-6-methoxy-1,4-dihydro-2H-pyrano[3,4-c]isoquinolin-1-yl)-3-(3-(difluoromethyl)-4-fluorophenyl)-1-methylurea